(benzyloxy)-N-cyclopropylindoline-1-carboxamide C(C1=CC=CC=C1)OC1N(C2=CC=CC=C2C1)C(=O)NC1CC1